Cl.BrC=1C=CC=2N(C1)C(=NN2)C(C)C 6-bromo-3-(propan-2-yl)-[1,2,4]triazolo[4,3-a]pyridine hydrochloride